methyl (R)-6-chloro-3-((1-(3,6-dimethyl-2-(4-(methylsulfonyl)phenyl)-4-oxo-3,4-dihydroquinazolin-8-yl)ethyl)amino)picolinate ClC1=CC=C(C(=N1)C(=O)OC)N[C@H](C)C=1C=C(C=C2C(N(C(=NC12)C1=CC=C(C=C1)S(=O)(=O)C)C)=O)C